(2s,5s)-1-[2-(3-chlorophenyl)ethyl]-5-[(4-methylsulfonylphenoxy)methyl]-2-methylpiperidine ClC=1C=C(C=CC1)CCN1[C@H](CC[C@@H](C1)COC1=CC=C(C=C1)S(=O)(=O)C)C